N1=CC(=CC=C1)C(C(=O)N)CCCC (pyridin-3-yl)hexanamide